C1(=CC=CC=C1)CCC1=CCNC2=CC=CC=C12 4-(2-phenylethyl)-1H-quinolin